COC1=CC(=C2C(=C1)OC3=C(C=CC(=C3C2=O)O[C@H]4[C@@H]([C@H]([C@@H]([C@H](O4)CO)O)O)O)O)O The molecule is a xanthone that is bellidifolin in which a beta-Dglucopyranosyl residue is attached at position O-8 via a glycosidic linkage. It is isolated particularly from Gentiana campestris and Gentiana germanica. It has a role as an EC 3.1.1.7 (acetylcholinesterase) inhibitor, an antioxidant and a plant metabolite. It is a beta-D-glucoside, a monosaccharide derivative, an aromatic ether and a xanthone glycoside. It derives from a bellidifolin.